NC1=NC=C(C=C1O[C@H](C)C=1C=C(C=CC1)NC(=O)C1=NOC(=C1)C(C)(C)C)Cl (R)-N-(3-(1-((2-Amino-5-chloropyridin-3-yl)oxy)ethyl)phenyl)-5-(tert-butyl)isoxazol-3-carboxamid